(2R,7aS)-7a-(((tert-butyldiphenylsilyl)oxy)methyl)-2-fluorohexahydro-1H-pyrrolizine [Si](C1=CC=CC=C1)(C1=CC=CC=C1)(C(C)(C)C)OC[C@]12CCCN2C[C@@H](C1)F